COC=1C2=C(N=C(N1)NC1=CC=C(C=C1)CN1CCC(CC1)C)NC=C2C2=CC=C(C=C2)NC(=O)C2=NN(C(=C2)C)C N-(4-(4-methoxy-2-((4-((4-methylpiperidin-1-yl)methyl)phenyl)amino)-7H-pyrrolo[2,3-d]pyrimidin-5-yl)phenyl)-1,5-dimethyl-1H-pyrazole-3-carboxamide